CN(C=O)C.C(#N)C1=C(C=CC=C1)C=CC1=CC=CC=C1 cyanostilbene compound with N,N-dimethylformamide